N-[(1S)-1-[[(1S)-1-[5-(2-fluorophenyl)-1H-imidazol-2-yl]ethyl]carbamoyl]-3-oxo-3-[(2S)-2-phenylpyrrolidin-1-yl]propyl]-5-methyl-isoxazole-3-carboxamide FC1=C(C=CC=C1)C1=CN=C(N1)[C@H](C)NC(=O)[C@H](CC(N1[C@@H](CCC1)C1=CC=CC=C1)=O)NC(=O)C1=NOC(=C1)C